C(C=C)(=O)N1[C@H](CN(CC1)C1=NC(=NC=2CC(CCC12)N1CCCC2=CC(=CC=C12)C(=O)OC)OCCN(C)C)CC#N Methyl 1-(4-((S)-4-acryloyl-3-(cyanomethyl)piperazin-1-yl)-2-(2-(dimethylamino)ethoxy)-5,6,7,8-tetrahydroquinazolin-7-yl)-1,2,3,4-tetrahydroquinoline-6-carboxylate